N1(N=CC=C1)C1=NC=C(C=N1)B(O)O [2-(1H-PYRAZOL-1-YL)PYRIMIDIN-5-YL]BORONIC ACID